C(C1=C(OC2=CC=C(C=C2)NC(OCC=2C(=C3C(N(CC3=CC2)C2C(NC(CC2)=O)=O)=O)OC)=O)C=CC=C1)([2H])([2H])[2H] [2-(2,6-dioxopiperidin-3-yl)-4-methoxy-3-oxo-2,3-dihydro-1H-isoindol-5-yl]methyl N-{4-[2-(2H3)methylphenoxy]phenyl}carbamate